C(C)(C)(C)N(C(O)=O)CC1=CC(=C(C(=C1)C)N)C.ClC=1C=C(C=CC1)C1=CN(C2=CC=C(C=C12)NS(=O)(=O)C1=CC=C(C(=O)NO)C=C1)C 4-(N-(3-(3-chlorophenyl)-1-methyl-1H-indol-5-yl)sulfamoyl)-N-hydroxybenzamide tert-butyl-(4-amino-3,5-dimethylbenzyl)carbamate